BrC=1C=C(C=CC1OC)C(C)N[S@@](=O)C(C)(C)C (S)-N-(1-(3-Bromo-4-methoxyphenyl)ethyl)-2-methylpropane-2-sulfinamide